Racemic-ethyl 2-((difluoromethoxy)methyl)-5-(2,4-difluorophenyl)-2-methyl-3,4-dihydro-2H-pyrano[2,3-b]pyridine-7-carboxylate FC(OC[C@]1(CCC=2C(=NC(=CC2C2=C(C=C(C=C2)F)F)C(=O)OCC)O1)C)F |r|